ClC=1C=C(C(=O)NC=2SC=C(N2)C)C=C(C1)C=1C=NC=CC1C 3-chloro-5-(4-methyl-pyridin-3-yl)-N-(4-methylthiazol-2-yl)benzamide